4-(3-(4-(6-((6-acetyl-8-cyclopentyl-5-methyl-7-oxo-7,8-dihydropyrido[2,3-d]pyrimidin-2-yl)amino)pyridin-3-yl)piperazin-1-yl)azetidin-1-yl)-N-(2,6-dioxopiperidin-3-yl)benzamide C(C)(=O)C1=C(C2=C(N=C(N=C2)NC2=CC=C(C=N2)N2CCN(CC2)C2CN(C2)C2=CC=C(C(=O)NC3C(NC(CC3)=O)=O)C=C2)N(C1=O)C1CCCC1)C